Cl.Cl.CN1C(N=C2N(C3=CC=CC=C3C=C2C1=O)C)=O 3,10-dimethylpyrimido[4,5-b]quinolin-2,4(3H,10H)-dione dihydrochloride